(4-(3-(7-(1-ethyl-1H-imidazol-4-yl)-1,8-naphthyridin-4-yl)-6-methylimidazo[1,2-b]pyridazin-7-yl)benzyl)-2-azabicyclo[2.2.2]octane C(C)N1C=NC(=C1)C1=CC=C2C(=CC=NC2=N1)C1=CN=C2N1N=C(C(=C2)C2=CC=C(CC13NCC(CC1)CC3)C=C2)C